C(C)(C)OC=1C=CC(=NC1)C1=NSC(=N1)NC1=NC=CC=C1NC N2-(3-(5-isopropoxypyridin-2-yl)-1,2,4-thiadiazol-5-yl)-N3-methylpyridine-2,3-diamine